Rac-dimethylsilanediyl-bis[2-methyl-4-(3,5-diisopropylphenyl)-5-methoxy-6-tert-butyl-inden-1-yl]zirconium dichloride [Cl-].[Cl-].C[Si](=[Zr+2](C1C(=CC2=C(C(=C(C=C12)C(C)(C)C)OC)C1=CC(=CC(=C1)C(C)C)C(C)C)C)C1C(=CC2=C(C(=C(C=C12)C(C)(C)C)OC)C1=CC(=CC(=C1)C(C)C)C(C)C)C)C